CSC=1N(C(C(=CN1)[N+](=O)[O-])=O)CC(=O)OC(C)(C)C tert-butyl 2-(2-(methylthio)-5-nitro-6-oxopyrimidin-1(6H)-yl)acetate